Cl.Cl.NC(C(=O)NCCN(C)C)(C)C 2-amino-N-(2-dimethylaminoethyl)-2-methyl-propanamide dihydrochloride